(R)-3-(3-fluoro-4-(6-(2-methyl-2H-tetrazol-5-yl)pyridin-3-yl)phenyl)-5-(1-hydroxy-1-cyclopropylmethyl)oxazolidin-2-one FC=1C=C(C=CC1C=1C=NC(=CC1)C=1N=NN(N1)C)N1C(O[C@H](C1)C(C1CC1)O)=O